CC1(OCCC(C1)C=1C=C2C=C(N(C2=CC1)[C@@]1([C@H](C1)C)C1=NOC(N1)=O)C(=O)O)C 5-(2,2-dimethyltetrahydro-2H-pyran-4-yl)-1-((1S,2S)-2-methyl-1-(5-oxo-4,5-dihydro-1,2,4-oxadiazol-3-yl)cyclopropyl)-1H-indole-2-carboxylic acid